FC(C(C(F)(F)F)[C@]1(CC12CCNCC2)C(NC=2N=NC(=CC2)C)=O)(F)F 1,1,1,3,3,3-hexafluoro-propan-2-yl-(S)-1-((6-methylpyridazin-3-yl)carbamoyl)-6-azaspiro[2.5]-octane